C1(CC1)[C@@H](\C=C\[S@@](=O)(=N)C)NC(=O)C=1C(=NC(=NC1)C(C)(F)F)OC1=CC=CC=C1 N-((S,E)-1-cyclopropyl-3-((R)-S-methylsulfonimidoyl)allyl)-2-(1,1-difluoroethyl)-4-phenoxypyrimidine-5-carboxamide